(S)-2-((4-(6-((4-cyano-2-fluorobenzyl)oxy)pyridin-2-yl)piperidin-1-yl)methyl)-N-(methylcarbamoyl)-1-(oxetan-2-ylmethyl)-1H-benzo[d]imidazole-6-sulfonamide C(#N)C1=CC(=C(COC2=CC=CC(=N2)C2CCN(CC2)CC2=NC3=C(N2C[C@H]2OCC2)C=C(C=C3)S(=O)(=O)NC(NC)=O)C=C1)F